ClC=1C=CC2=C([C@@H](C[C@@H](O2)C(=O)NC23CC(C2)(C3)C3=NOC(C3)[C@@H]3C[C@@H](C3)OC(F)(F)F)O)C1 (2R,4R)-6-chloro-4-hydroxy-N-(3-{5-[cis-3-(trifluoromethoxy)cyclobutyl]-4,5-dihydro-1,2-oxazol-3-yl}bicyclo[1.1.1]pentan-1-yl)-3,4-dihydro-2H-1-benzopyran-2-carboxamide